N-(2,6-dimethylphenyl)-4-({[5-(propan-2-yl)-1,3-oxazol-2-yl]methyl}sulfanyl)butanamide CC1=C(C(=CC=C1)C)NC(CCCSCC=1OC(=CN1)C(C)C)=O